Cl.COC1=CC=C(CNN)C=C1 (4-methoxybenzyl)hydrazine hydrochloride salt